N(N)C=1C(NC2=CC=CC=C2N1)=O 3-hydrazinoquinoxalin-2(1H)-one